propyl-dimethyl-hydroxyethyl chloride C(CC)C(C(O)(C)C)Cl